tert-butyl (2S,5R)-4-(1-(2,3-dihydrobenzo[b][1,4]dioxin-6-yl) ethyl)-2,5-diethylpiperazine-1-carboxylate O1C2=C(OCC1)C=C(C=C2)C(C)N2C[C@@H](N(C[C@H]2CC)C(=O)OC(C)(C)C)CC